C(C)(C)(C)C1=NN=C(O1)C=1C(=NC(=NC1)NC=1C=C2C(CCS(C2=CC1)(=O)=O)O)N[C@H](CO)C1=CC=CC=C1 6-[[5-(5-tert-butyl-1,3,4-oxadiazol-2-yl)-4-[[(1S)-2-hydroxy-1-phenyl-ethyl]amino]pyrimidin-2-yl]amino]-1,1-dioxo-3,4-dihydro-2H-thiochromen-4-ol